N-[(1S)-1-[6-bromo-1-(2,2-dimethylpropyl)-5-fluoro-indol-3-yl]-2,2,2-trifluoro-ethyl]cyclopropanesulfonamide BrC1=C(C=C2C(=CN(C2=C1)CC(C)(C)C)[C@@H](C(F)(F)F)NS(=O)(=O)C1CC1)F